3-methyl-5-(trifluoromethyl)pyrazolo[1,5-a]pyrimidine-7-carboxylic acid CC=1C=NN2C1N=C(C=C2C(=O)O)C(F)(F)F